6-[[5-[(6-cyano-4-methyl-3-pyridinyl)amino]-3-methyl-imidazo[4,5-b]pyridin-7-yl]amino]-N,N-dimethyl-pyridazine-3-carboxamide C(#N)C1=CC(=C(C=N1)NC1=CC(=C2C(=N1)N(C=N2)C)NC2=CC=C(N=N2)C(=O)N(C)C)C